C12CNCC(CC1)N2C=2N=CC1=C(N2)CCN(C1)C(CC1=CC=C(C=C1)F)=O 1-(2-(3,8-diazabicyclo[3.2.1]oct-8-yl)-7,8-dihydropyrido[4,3-d]pyrimidin-6(5H)-yl)-2-(4-fluorophenyl)ethan-1-one